FC(S(=O)(=O)[O-])(F)F.C(CCCCCCCC)(=O)OCC(CC(=O)OCCN(C(=O)N1C=[N+](C=C1)C)CCOC(CC(COC(CCCCCCCC)=O)COC(CCCCCCCC)=O)=O)COC(CCCCCCCC)=O 1-(bis(2-((4-(nonanoyloxy)-3-((nonanoyloxy)methyl)butanoyl)oxy)ethyl)carbamoyl)-3-methyl-1H-imidazol-3-ium trifluoromethanesulfonate